4-(6,7-dimethyl-3H-imidazo[4,5-b]pyridine-3-yl)-7-fluoro-2-isobutyl-2,8-dimethyl-2H-benzo[e][1,3]oxazine CC=1C(=C2C(=NC1)N(C=N2)C2=NC(OC1=C2C=CC(=C1C)F)(C)CC(C)C)C